5-fluoro-2-{4-[(3R)-piperidin-3-yl]phenyl}-2H-indazole-7-carboxamide FC1=CC2=CN(N=C2C(=C1)C(=O)N)C1=CC=C(C=C1)[C@@H]1CNCCC1